COC(=O)[C@H](C1=CC=CC=C1Cl)N (S)-(+)-2-chlorophenylglycine methyl ester